C(C)(C)(C)OC(N[C@@H]1C[C@@H](C1)NC1=NC=C(N=C1)C(F)(F)F)=O (cis-3-((5-(trifluoromethyl)pyrazin-2-yl)amino)cyclobutyl)carbamic acid tert-butyl ester